C1(C(C1=C(C#N)C1=C(C(=C(C(=C1F)F)C#N)F)F)=C(C#N)C1=C(C(=C(C(=C1F)F)C#N)F)F)=C(C#N)C1=C(C(=C(C(=C1F)F)C#N)F)F 2,2',2''-(cyclopropane-1,2,3-triylidene)tris(2-(p-cyanotetrafluorophenyl)acetonitrile)